C(C)(C)(C)OC(=O)N1CC2=CC=CC=C2C(C1)NCC(=O)OCC 4-[(2-Ethoxy-2-oxo-ethyl)amino]-3,4-dihydro-1H-isoquinoline-2-carboxylic acid tert-butyl ester